COC=1C(=CC=C2C=C(C=NC12)CO)[N+](=O)[O-] (8-methoxy-7-nitroquinolin-3-yl)methanol